[NH4+].CCCCCCCCCCCC dodecane Ammonium